1-bromo-4-(1,1,1-trifluoropropan-2-yl)benzene BrC1=CC=C(C=C1)C(C(F)(F)F)C